N[C@H]1[C@@H](CN(CC1)S(=O)(=O)C)O (3r,4r)-4-amino-1-(methylsulfonyl)piperidin-3-ol